[1,5]naphthyridin N1=CC=CC2=NC=CC=C12